FC(C(C(C(C(C(I)(F)F)(F)F)(F)F)(F)F)(F)F)(F)F 1,1,1,2,2,3,3,4,4,5,5,6,6-tridecafluoro-6-iodohexane